ClC1=NC=C(C(=N1)OC=1N=CC=2CCC3=C(C2C1F)NC1=C3C(NCC13CC3)=O)COC(F)F 2'-((2-chloro-5-((difluoromethoxy)methyl)pyrimidin-4-yl)oxy)-1'-fluoro-6',8',9',11'-tetrahydrospiro[cyclopropane-1,10'-pyrido[3',4':4,5]pyrrolo[2,3-f]isoquinolin]-7'(5'H)-one